C(C)(C)(C)OC(=O)N1CCC(CC1)(C)C(O)C1=C(C(=NC=C1)CO[Si](C(C)C)(C(C)C)C(C)C)Cl 4-[[3-chloro-2-(triisopropylsiloxymethyl)-4-pyridinyl]-hydroxy-methyl]-4-methyl-piperidine-1-carboxylic acid tert-butyl ester